ClC1=CC(=C(OCC=2C=C(C=CC2OC)/C=C/C(=O)C2=CC=C(C=C2)O)C=C1)C (E)-3-[3-[(4-Chloro-2-methylphenoxy)methyl]-4-methoxyphenyl]-1-(4-hydroxyphenyl)prop-2-en-1-one